tert-butyl 4-(9-acetyl-7-chloro-4-methyl-5-oxo-pyrazolo[3,4-c]isoquinolin-3-yl)piperidine-1-carboxylate C(C)(=O)C=1C=2C3=C(N(C(C2C=C(C1)Cl)=O)C)N(N=C3)C3CCN(CC3)C(=O)OC(C)(C)C